N-(vinylbenzyl)-2-aminoethyl-3-aminopropyl-methyldimethoxysilane C(=C)C(C1=CC=CC=C1)NCCC[Si](OCCCN)(OC)C